4,5-dicyclopropylpyridazine C1(CC1)C1=CN=NC=C1C1CC1